BrC1=CC=C(C=C1)CCCCO 4-(4-bromophenyl)-1-butanol